CN1C[C@H]2[C@@H](CC1)CCN2C=2N=NC(=C(N2)C)C2=CC=C1C(CCO1)=C2O 5-[3-[(3aS,7aR)-6-methyl-3,3a,4,5,7,7a-hexahydro-2H-pyrrolo[2,3-c]pyridin-1-yl]-5-methyl-1,2,4-triazin-6-yl]-2,3-dihydrobenzofuran-4-ol